5-bromo-1,3-dihydroindol-2-one BrC=1C=C2CC(NC2=CC1)=O